C(C)OC(=O)C=1SC(=C(N1)C(=O)N1C2CCC1CC2)C=2C=NC(=CC2C(F)F)N[C@H](C(F)(F)F)C 4-((1s,4s)-7-azabicyclo[2.2.1]Heptane-7-carbonyl)-5-(4-(difluoromethyl)-6-(((S)-1,1,1-trifluoropropan-2-yl)amino)pyridin-3-yl)thiazole-2-carboxylic acid ethyl ester